C1(=CC=C(C=C1)/C(=C/C(=O)OC)/C#N)C methyl (Z)-3-(4-tolyl)-3-cyanoacrylate